ClC=1C(=C(C#N)C=C(C1)C(C)(C)C1=C(C=CC=C1)O)OCCCl 3-chloro-2-(2-chloroethoxy)-5-[1-(2-hydroxyphenyl)-1-methyl-ethyl]benzonitrile